niobium chromium titanium [Ti].[Cr].[Nb]